2-cyclopropyl-N-[2-(trifluoromethyl)pyridin-3-yl]pyrimidine-5-carboxamide C1(CC1)C1=NC=C(C=N1)C(=O)NC=1C(=NC=CC1)C(F)(F)F